2,6-dichloro-N-[2-(1H-indol-3-yl)ethyl]-5-[(1S)-2-amino-1-methyl-ethoxy]pyrimidin-4-amine ClC1=NC(=C(C(=N1)NCCC1=CNC2=CC=CC=C12)O[C@H](CN)C)Cl